FC1=C(C(=CC(=C1)Br)F)C(OC=1C=C(C(=C(C1)F)F)F)(F)F 5-[(2,6-difluoro-4-bromophenyl)difluoromethoxy]-1,2,3-trifluorobenzene